[OH-].C(CCCC)[N+](C)(C)CCCCC dipentyl-dimethyl-ammonium hydroxide